N(N)C(N)=N hydrazine-1-carboximidamide